(E)-4-(((E)-3-(4-acetoxy-3-methoxyphenyl)acryloyl)oxy)-2-methylbenzyl-3-(4-acetoxy-3-methoxyphenyl)acrylate C(C)(=O)OC1=C(C=C(C=C1)/C=C/C(=O)OC1=CC(=C(COC(\C=C\C2=CC(=C(C=C2)OC(C)=O)OC)=O)C=C1)C)OC